4-hydroxy-1-(pyridin-3-yl)-1H-pyrrol-2(5H)-one OC1=CC(N(C1)C=1C=NC=CC1)=O